(1R,2R)-2-[(5R)-5H-Imidazo[4,3-a]isoindol-5-yl]-7-methansulfonyl-7-azaspiro[3.5]nonan-1-ol C=1N=CN2C1C1=CC=CC=C1[C@H]2[C@@H]2[C@H](C1(C2)CCN(CC1)S(=O)(=O)C)O